COC1=CC(=NC=C1)C1=NN=C(S1)N (4-methoxypyridin-2-yl)-1,3,4-thiadiazol-2-amine